2-pyridyl (4-nitro)-phenylmethyl sulfide [N+](=O)([O-])C1=CC=C(C=C1)CSC1=NC=CC=C1